4-methyl-1-propan-2-ylcyclohex-3-en-1-ol CC1=CCC(CC1)(O)C(C)C